N-(8-oxabicyclo[3.2.1]octan-3-yl)-1-(4-chloro-2-methoxyphenyl)pyrido[3,4-d]pyridazin-4-amine C12CC(CC(CC1)O2)NC=2N=NC(=C1C2C=NC=C1)C1=C(C=C(C=C1)Cl)OC